6-methoxy-1-(4-(morpholinomethyl)phenyl)-1,4-dihydrothiochromeno[4,3-c]pyrazole-3-carboxylic acid ethyl ester 5,5-dioxide C(C)OC(=O)C=1C2=C(N(N1)C1=CC=C(C=C1)CN1CCOCC1)C=1C=CC=C(C1S(C2)(=O)=O)OC